3-hydroxybenzyl ((S)-3-cyclohexyl-1-oxo-1-(((S)-1-oxo-3-((S)-2-oxopyrrolidin-3-yl)propan-2-yl)amino)propan-2-yl)carbamate C1(CCCCC1)C[C@@H](C(N[C@H](C=O)C[C@H]1C(NCC1)=O)=O)NC(OCC1=CC(=CC=C1)O)=O